p-methoxycinnamoyl-arginine COC1=CC=C(C=CC(=O)N[C@@H](CCCNC(N)=N)C(=O)O)C=C1